1-(3-nitrophenyl)methanamine [N+](=O)([O-])C=1C=C(C=CC1)CN